N1=C(N=CC=C1)C1=NN=C(S1)NC(=O)C1=C2C(=NO1)C=CC=C2 N-(5-(pyrimidin-2-yl)-1,3,4-thiadiazol-2-yl)benzo[c]isoxazol-3-carboxamide